4-chloro-1-(2,4-difluorophenyl)pyrazolo[3,4-d]pyrimidine-6-carbonitrile ClC1=C2C(=NC(=N1)C#N)N(N=C2)C2=C(C=C(C=C2)F)F